N,N-dimethylpiperidin-4-amine hydrochloride CN(C)C1CCNCC1.Cl